C(CCC)C1=NC(=C(C(N1C1=C(C=CC=C1OC)OC)=O)CC=1N=C(SC1)C1=CC=C(C=C1)C)O 2-butyl-3-(2,6-dimethoxyphenyl)-6-hydroxy-5-{[2-(4-methylphenyl)-1,3-thiazol-4-yl]methyl}-3,4-dihydropyrimidin-4-one